N[C@@H](C)C(=O)NCC(=O)N[C@@H](CCCCN)C(=O)[O-] L-ALANYLGLYCYL-L-lysinate